Oxo{4-[4-(trifluoromethyl)-1,3-thiazol-2-yl]phenyl}acetaldehyde O=C(C=O)C1=CC=C(C=C1)C=1SC=C(N1)C(F)(F)F